FC=1C=C2C(CC3(NC2=CC1)CCN(CC3)C(=O)NCC3=CC(=CC=C3)S(N)(=O)=O)=O 6'-fluoro-4'-oxo-N-(3-sulfamoylbenzyl)-3',4'-dihydro-1'H-spiro[piperidine-4,2'-quinoline]-1-carboxamide